F[Sb-](F)(F)(F)(F)F.C[SH+]C1=CC=CC=2SC3=CC=CC=C3N(C12)C methyl-(N-methylphenothiazinyl)sulfonium hexafluoroantimonate